2-Ethylsulfanyl-N-[(3-fluorophenyl)-methyl]-4-methyl-6-[methyl-(tetrahydro-pyran-2-yl-methyl)-amino]-pyridine-3-carboxylic acid amide C(C)SC1=NC(=CC(=C1C(=O)NCC1=CC(=CC=C1)F)C)N(CC1OCCCC1)C